CNC(CO)CC 2-(methylamino)butan-1-ol